C(CCC)NC(=O)C1=CC=C2C=3C(C4=C(C(C3NC2=C1)(C)C)C=C(C=C4)OC[C@H]([C@@H](CO)O)O)=O 6,6-Dimethyl-11-oxo-8-((2R,3R)-2,3,4-trihydroxy-butoxy)-6,11-dihydro-5H-benzo[b]carbazole-3-carboxylic acid butylamide